2-bromo-6-fluoro-4-[(2RS)-tetrahydrofuran-2-yl]pyridin-3-amine BrC1=NC(=CC(=C1N)[C@@H]1OCCC1)F |r|